ClC=1C=CC2=C(C[C@@H](CC=3N2C(=NN3)[C@@H]3CC[C@H](CC3)OC3=NC=CC=C3)NCC3=CC=C(C=C3)F)C1 (5S)-8-chloro-N-(4-fluorobenzyl)-1-[trans-4-(pyridin-2-yloxy)cyclohexyl]-5,6-dihydro-4H-[1,2,4]triazolo[4,3-a][1]benzazepin-5-amine